O1CCN(CC1)C=1N=C(C2=C(N1)N(CC2)C2=CC=CC=C2)C(=O)OC methyl 2-morpholino-7-phenyl-6,7-dihydro-5H-pyrrolo[2,3-d]pyrimidine-4-carboxylate